10-(4-methoxyphenyl)-2-(2-morpholinylpyrimidin-5-yl)-7,8,9,10-tetrahydro-6H-cyclohepta[4,5]imidazo[1,2-a]pyridin-10-ol COC1=CC=C(C=C1)C1(CCCCC=2N=C3N(C=C(C=C3)C=3C=NC(=NC3)N3CCOCC3)C21)O